NC(C)C=1C=CC(=NC1)[C@@H]1C[C@H](C1)C1=NN2C(=NC=3C(=CC=CC3C2=N1)OC)N 2-{trans-3-[5-(1-aminoethyl)pyridin-2-yl]cyclobutyl}-7-methoxy[1,2,4]triazolo[1,5-c]quinazolin-5-amine